C(C1=CC=CC=C1)OC=1C=C(C=CC1OCC1=CC=CC=C1)CO (3,4-bis(benzyloxy)phenyl)methanol